C(CCC)[Sn](C(=C)C1=CC2=C(SC3=C2C=CC=C3)C=C1)(CCCC)CCCC Tributyl-(1-(dibenzo[b,d]thiophen-2-yl)vinyl)stannane